ClC1=CC=C(C=C1)S(=O)(=O)\N=C(\N1C[C@H](CC1)S(=O)(=O)N)/N1N=C([C@@H](C1)C1=CC=CC=C1)C1=CC=C(C=C1)F (S)-1-((Z)-(((4-chlorophenyl)sulfonyl)imino)((R)-3-(4-fluorophenyl)-4-phenyl-4,5-dihydro-1H-pyrazol-1-yl)methyl)pyrrolidine-3-sulfonamide